samarium p-nitrophenylsulfonyl-Nosyl iodide [N+](=O)([O-])C1(CC(=C(S(=O)(=O)I)C=C1)S(=O)(=O)C1=CC=CC=C1)[N+](=O)[O-].[Sm]